FC1(CC(C1)OC1=NN(C=C1N)C)F 3-(3,3-difluorocyclobutoxy)-1-methyl-1H-pyrazol-4-amine